4,4',4'-Tris(N-3-methylphenyl-N-phenylamino)triphenylamine CC1=CC(=CC=C1)N(C2=CC=CC=C2)C3=CC=C(C=C3)N(C4=CC=C(C=C4)N(C5=CC=CC=C5)C6=CC=CC(=C6)C)C7=CC=C(C=C7)N(C8=CC=CC=C8)C9=CC=CC(=C9)C